CC1=C(C=NO1)C=1C=C2C=CN(C(C2=CC1)=O)CC=1C=C(C=CC1)NC(C)=O N-(3-((6-(5-Methylisoxazol-4-yl)-1-oxoisoquinolin-2(1H)-yl)methyl)phenyl)acetamide